BrC1=NC=CC(=C1F)CN1CC2(CCC(N2)=O)CC1 7-((2-bromo-3-fluoropyridin-4-yl)methyl)-1,7-diazaspiro[4.4]nonan-2-one